C(C)OC1=CC(=C(C=C1)N1N=C2C(=N1)C=CC(=C2)Cl)O 2-(4-ethoxy-2-hydroxyphenyl)-5-chloro-2H-benzotriazole